7-(6-azaspiro[2.5]oct-6-yl)-3-oxa-9-azabicyclo[3.3.1]nonane-9-carboxylic acid methyl ester COC(=O)N1C2COCC1CC(C2)N2CCC1(CC1)CC2